NC1=C(C=C(C=N1)NC(C(=O)N1C(CCC(C1)C)C=1C=CC2=C(OCCN2)C1)=O)CC N-(6-amino-5-ethylpyridin-3-yl)-2-(2-(3,4-dihydro-2H-benzo[b][1,4]oxazin-7-yl)-5-methylpiperidin-1-yl)-2-oxoacetamide